1-[3-[[2-fluoro-6-(5-methyl-2-thiazol-4-yl-7,8-dihydro-5H-pyrido[4,3-d]pyrimidin-6-yl)-4-pyridinyl]oxy]propyl]pyrrolidin-2-one FC1=NC(=CC(=C1)OCCCN1C(CCC1)=O)N1C(C2=C(N=C(N=C2)C=2N=CSC2)CC1)C